N[C@H]1C[C@@H](CCC1)N1N=C(C=2C(=NC=C(C21)I)NCC2=C(C=C(C=C2)OC)OC)C2=CC=C(C(=O)NC1=NC=CC(=C1)C(F)(F)F)C=C2 4-[1-[(1R,3R)-3-aminocyclohexyl]-4-[(2,4-dimethoxyphenyl)methyl-amino]-7-iodo-pyrazolo[4,3-c]pyridin-3-yl]-N-[4-(trifluoromethyl)-2-pyridyl]benzamide